C(C)(C)(C)C1=CC2=C(OC(O2)CC(=O)C2=CC(=CC=C2)OC)C=C1 2-(5-(tert-butyl)benzo[d][1,3]dioxol-2-yl)-1-{3-methoxyphenyl}ethan-1-one